(E)-1-[4-(3-Chloro-2-hydroxypropoxy)phenyl]-3-(4-methoxyphenyl)prop-2-en-1-one ClCC(COC1=CC=C(C=C1)C(\C=C\C1=CC=C(C=C1)OC)=O)O